tert-butyl 2-[4-[6-[(2-methylpropan-2-yl)-oxycarbonylamino]pyridin-3-yl]phenyl]pyrrolo[2,3-c]-pyridine-1-carboxylate CC(C)(C)OC(=O)NC1=CC=C(C=N1)C1=CC=C(C=C1)C1=CC=2C(=CN=CC2)N1C(=O)OC(C)(C)C